BrC1=C(C=CC=C1)OB(O)O o-bromophenyl-boric acid